CC1=CC=CC2=C(C3=CC=CC=C3C(=C12)OC(=O)C(C)C)OC(=O)C(C)C 1-methyl-9,10-bis(isopropylcarbonyloxy)anthracene